BISSTYRYL-BIPYRIDINE C(=CC1=CC=CC=C1)C1=C(C(=NC=C1)C1=NC=CC=C1)C=CC1=CC=CC=C1